(S)-N-(1-(5-Cyano-3-fluoropyridin-2-yl)ethyl)-2,2-difluoro-2-(6-fluoro-4-methyl-2-oxo-1,2-dihydroquinolin-3-yl)acetamide C(#N)C=1C=C(C(=NC1)[C@H](C)NC(C(C=1C(NC2=CC=C(C=C2C1C)F)=O)(F)F)=O)F